C(C)(C)(C)OC(N[C@H]1[C@@H](CCC1)NC=1OC=2C(=NC(=CC2)Cl)N1)=O N-[(1R,2R)-2-[(5-chlorooxazolo[4,5-b]pyridin-2-yl)amino]cyclopentyl]-carbamic acid tert-butyl ester